BrC1=CC2=C(N(N=N2)C)C(=C1)OC 5-bromo-7-methoxy-1-methyl-benzotriazole